butyl 3-cyclopropyl-5-{2-[7-(difluoromethyl) imidazo[1,2-a]pyridin-2-yl] propanamido}-1H-pyrazole-1-carboxylate C1(CC1)C1=NN(C(=C1)NC(C(C)C=1N=C2N(C=CC(=C2)C(F)F)C1)=O)C(=O)OCCCC